N-(4-(4,4,5,5-tetramethyl-1,3,2-dioxaborolan-2-yl)-2-(trifluoromethyl)phenyl)methacrylamide CC1(OB(OC1(C)C)C1=CC(=C(C=C1)NC(C(=C)C)=O)C(F)(F)F)C